(4R)-4-aminopentan-2-ol hydrochloride Cl.N[C@@H](CC(C)O)C